N-(4-(4-amino-5-(4-((5-chloropyridin-2-yl)oxy)phenyl)-7-methyl-7H-pyrrolo[2,3-d]pyrimidin-6-yl)phenyl)methacrylamide NC=1C2=C(N=CN1)N(C(=C2C2=CC=C(C=C2)OC2=NC=C(C=C2)Cl)C2=CC=C(C=C2)NC(C(=C)C)=O)C